5-(2-amino-N-methyl-anilino)-1,3-dihydrobenzimidazol-2-one NC1=C(N(C)C2=CC3=C(NC(N3)=O)C=C2)C=CC=C1